2-{[(1S)-1-{4-[(3,3-Difluoropiperidin-1-yl)methyl]phenyl}ethyl]amino}-8-[(2S)-3,3-dimethylbutan-2-yl]pyrido[2,3-d]pyrimidin-7(8H)-on FC1(CN(CCC1)CC1=CC=C(C=C1)[C@H](C)NC=1N=CC2=C(N1)N(C(C=C2)=O)[C@@H](C)C(C)(C)C)F